FC(CN1N=C(C(=C1C)CCN1CC2=C(C(=C(C=C2CC1)O)N1CC(NS1(=O)=O)=O)F)C)F 5-(2-{2-[1-(2,2-difluoroethyl)-3,5-dimethyl-1H-pyrazol-4-yl]ethyl}-8-fluoro-6-hydroxy-1,2,3,4-tetrahydroisoquinolin-7-yl)-1λ6,2,5-thiadiazolidine-1,1,3-trione